O=C1C(C2(CCN(CC2)C([C@@H](C(C)C)NC(C2=C(C=CC(=C2)C(F)(F)F)F)=O)=O)CC(N1)=O)C1=CC=CC=C1 N-((2R)-1-(8,10-dioxo-7-phenyl-3,9-diazaspiro[5.5]-undecan-3-yl)-3-methyl-1-oxobutan-2-yl)-2-fluoro-5-(trifluoromethyl)benzamide